BrC1=CC=C(C=C1)CN1C(=NC=C1)C 1-[(4-bromophenyl)methyl]-2-methyl-1H-imidazole